N[C@H]1CN(CCCC1)C(=O)C1=NN(C(=C1)C1=CC(=C(C#N)C=C1)F)C1=C(C=C(C=C1F)C1CC1)F (R)-4-(3-(3-Aminoazepan-1-carbonyl)-1-(4-cyclopropyl-2,6-difluorophenyl)-1H-pyrazol-5-yl)-2-fluorobenzonitril